5,7,3',5'-tetrahydroxy-dihydroflavone OC1=C2C(CC(OC2=CC(=C1)O)C1=CC(=CC(=C1)O)O)=O